N-[(3-azidopyridin-2-yl)methyl]-2-(2-{[2-(5-iodo-1H-1,3-benzodiazol-2-yl)ethyl]amino}ethyl)-[1,3]thiazolo[5,4-d]pyrimidin-7-amine N(=[N+]=[N-])C=1C(=NC=CC1)CNC=1C2=C(N=CN1)SC(=N2)CCNCCC2=NC1=C(N2)C=CC(=C1)I